perhydrocyclopentan C1CCCC1